[C@H]12CN(C[C@H](CC1)N2)C2=NC(=NC1=C(C(=C(C=C21)C#C)C2=CC(=CC1=CC=C(C(=C21)F)F)O)F)OC[C@]21CCCN1C[C@@H](C2)F 4-(4-((1R,5S)-3,8-diazabicyclo[3.2.1]octan-3-yl)-6-ethynyl-8-fluoro-2-(((2R,7aS)-2-fluorotetrahydro-1H-pyrrolizin-7a(5H)-yl)methoxy)quinazolin-7-yl)-5,6-difluoronaphthalen-2-ol